Pentyl propyl (3-(ethoxy(methoxy)phosphoryl)propyl)phosphonate C(C)OP(=O)(OC)CCCP(OCCCCC)(OCCC)=O